BrC1=CC=C2C(=CNC2=C1)CC(=O)OC methyl 2-(6-bromo-1H-indol-3-yl)acetate